1-Methyl-N-[4-(2-methylphenoxy)-6-(1,2,2,3,3-pentamethylcyclopropyl)pyrimidin-2-yl]pyrazole-4-sulfonamide CN1N=CC(=C1)S(=O)(=O)NC1=NC(=CC(=N1)OC1=C(C=CC=C1)C)C1(C(C1(C)C)(C)C)C